FC1=C(C=C(C(=C1)C)C1=CC2=C(N=C(N=C2)NC)N=C1)NC(=O)N1C[C@H](OCC1)C(F)(F)F (2S)-N-[2-fluoro-4-methyl-5-[2-(methylamino)pyrido[2,3-d]pyrimidin-6-yl]phenyl]-2-(trifluoromethyl)morpholine-4-carboxamide